4-phenyl(2,4,6-trimethylphenyl)amine C1(=CC=CC=C1)C1(CC(=C(C(=C1)C)N)C)C